3-[(3R,4S)-4-methyl-3-[({[1,3]thiazolo[5,4-b]pyridin-2-yl}amino)methyl]-2-azabicyclo[3.1.1]heptane-2-carbonyl]-4-(2H-1,2,3-triazol-2-yl)benzonitrile C[C@@H]1[C@@H](N(C2CC1C2)C(=O)C=2C=C(C#N)C=CC2N2N=CC=N2)CNC=2SC1=NC=CC=C1N2